8-[[1-(2,6-dioxo-3-piperidinyl)-3-methyl-2-oxobenzimidazol-5-yl]amino]octanoic acid O=C1NC(CCC1N1C(N(C2=C1C=CC(=C2)NCCCCCCCC(=O)O)C)=O)=O